10,10-difluoro-7-methyl-12-oxa-3-thia-6-azatricyclo[6.4.1.04,13]trideca-1,4(13),7-trien-5-one FC1(CC2=C(NC(C=3SC=C(OC1)C32)=O)C)F